C(C)N1C(CN(C(C12CCNCC2)=O)[C@@H](C)C=2C=NC(=CC2)N2N=CC(=C2)F)=O (S)-1-Ethyl-4-(1-(6-(4-fluoro-1H-pyrazol-1-yl)pyridin-3-yl)ethyl)-1,4,9-triazaspiro[5.5]undecane-2,5-dione